(R)-N-(2-ethyl-4-(N-(1-(1-methylpiperidin-4-yl)ethyl)sulfamoyl)phenyl)-2-methylbenzamide C(C)C1=C(C=CC(=C1)S(N[C@H](C)C1CCN(CC1)C)(=O)=O)NC(C1=C(C=CC=C1)C)=O